1-chloro-3-(2-chloro-4-((3-chloro-4-(2-hydroxy-3-(1H-imidazol-1-yl)propoxy)phenyl)sulfonyl)phenoxy)propan-2-ol ClCC(COC1=C(C=C(C=C1)S(=O)(=O)C1=CC(=C(C=C1)OCC(CN1C=NC=C1)O)Cl)Cl)O